C(C)OC(=O)C=1N(C2=CC(=CC=C2C1)C(F)(F)F)C1CCC1 1-cyclobutyl-6-(trifluoromethyl)-1H-indole-2-carboxylic acid ethyl ester